CN(C1CCN(CC1)C(=O)N)C1=NN2C(S1)=NC(=C2)C2=CC=C(C=C2)S(=O)(=O)C 4-(methyl(6-(4-(methylsulfonyl)phenyl)imidazo[2,1-b][1,3,4]thiadiazol-2-yl)amino)piperidin-1-carboxamid